OC1=C(C=O)C=C(C=C1)CCO 2-hydroxy-5-(2-hydroxyethyl)-benzaldehyde